ethylhexyl caprylate CCCCCCCC(=O)OC(CC)CCCCC